ClC1=NC2=CC=C(C=C2C(=N1)[C@@](COC1OCCCC1)(C1=CC=CC=C1)OC1CC1)I 2-Chloro-4-((1R)-1-cyclopropoxy-1-phenyl-2-((tetrahydro-2H-pyran-2-yl)oxy)ethyl)-6-iodoquinazoline